(E)-N-methoxy-N-methylhex-4-enamide CON(C(CC\C=C\C)=O)C